N-hydroxythiophen-2-carboxamid ONC(=O)C=1SC=CC1